2-((1H-pyrrolo[2,3-b]pyridin-5-yl)oxy)-4-(4-((6-(4-chlorophenyl)spiro[3.5]non-6-en-7-yl)methyl)piperazin-1-yl)-N-((7-nitro-2-(pyridin-4-yl)-1H-benzo[d]imidazol-5-yl)sulfonyl)benzamide N1C=CC=2C1=NC=C(C2)OC2=C(C(=O)NS(=O)(=O)C1=CC3=C(NC(=N3)C3=CC=NC=C3)C(=C1)[N+](=O)[O-])C=CC(=C2)N2CCN(CC2)CC2=C(CC1(CCC1)CC2)C2=CC=C(C=C2)Cl